NC=1C=NC=C(C(=O)NCC2CC2)C1 5-amino-N-(cyclopropylmethyl)nicotinamide